CC(/C=C/CCCCC(=O)NCC1=CC(OC)=C(O)C=C1)C (E)-8-methyl-N-vanillyl-6-nonenamide